[Si](C)(C)(C(C)(C)C)OC=1C=C(CCNC(C(=C)C)=O)C=CC1O[Si](C)(C)C(C)(C)C N-(3,4-bis((tert-butyldimethylsilyl)oxy)phenethyl)methacrylamide